NC=1C=C(C=CC1OC(F)(F)F)S(=O)(=O)NC1(CCNCC1)C1=CC=C(C=C1)Cl 3-amino-N-(4-(4-chlorophenyl)piperidin-4-yl)-4-(trifluoromethoxy)benzenesulfonamide